BrC1=C(C=C(C(=C1)[N+](=O)[O-])OC)N1CCC2(OCCO2)CC1 8-(2-bromo-5-methoxy-4-nitrophenyl)-1,4-dioxa-8-azaspiro[4.5]decane